methyl carbamimidothioate hydrobromide Br.C(N)(=N)SC